N-(4-cyanobenzyl)isoxazole-3-carboxamide methyl-3-aminohexanoate hydrochloride Cl.COC(CC(CCC)N)=O.C(#N)C1=CC=C(CNC(=O)C2=NOC=C2)C=C1